[Ni](Cl)Cl.COCCOC Ethylene glycol dimethyl ether nickel (II) chloride